ditolyl monophenyl phosphate P(=O)(OC1=C(C=CC=C1)C)(OC1=C(C=CC=C1)C)OC1=CC=CC=C1